1-(1-((1-((3-bromo-4-fluorophenyl)sulfonyl)azetidin-2-yl)methyl)-1H-1,2,3-triazol-4-yl)-N,N-dimethylmethanamine trifluoroacetate FC(C(=O)O)(F)F.BrC=1C=C(C=CC1F)S(=O)(=O)N1C(CC1)CN1N=NC(=C1)CN(C)C